NC1(C(C(CCC1)(C)O)=O)C=1C(=C(C(=CC1F)F)C)F 2-amino-6-hydroxy-6-methyl-2-(2,4,6-trifluorotolyl)cyclohexan-1-one